CN1CC(OB(OC(C1)=O)C1=NC=C(C=C1)C(F)(F)F)=O 6-Methyl-2-[5-(trifluoromethyl)pyridin-2-yl]-1,3,6,2-dioxazaborocane-4,8-dione